C(C(=C)C)(=O)OCCOC1=CC=C(C=C1)C(C)(C)C1=CC=C(C=C1)OCCOC(C(=C)C)=O 2,2-bis[4-[2-(methacryloyloxy)ethoxy]phenyl]propane